FC1=C(C=C(C(=C1)C)C1=CC(=NC(=C1)N1CCOCC1)OCCO)NC(=O)N1C[C@@H](NCC1)C(F)(F)F |r| (RS)-N-(2-fluoro-5-(2-(2-hydroxyethoxy)-6-morpholinopyridin-4-yl)-4-methylphenyl)-3-(trifluoromethyl)piperazine-1-carboxamide